NC1=C(C=CC(=C1)Cl)C1=C(C=NN1C)C#N 5-(2-Amino-4-chlorophenyl)-1-methyl-1H-pyrazole-4-carbonitrile